FC(C1=CC=C2C(=CC=NC2=C1)NC1=C(C=C(C=C1)C=1C=NNC1)OC)F 7-(difluoro-methyl)-N-(2-methoxy-4-(1H-pyrazol-4-yl)-phenyl)quinolin-4-amine